1,2-bis(2-Aminophenylthio)ethane NC1=C(C=CC=C1)SCCSC1=C(C=CC=C1)N